FC(C=1C=C(C=CC1)NC(C(C)(C)C)=O)(F)F N-[3-(trifluoromethyl)phenyl](2,2-dimethyl-propionamide)